dichloro[bis(triphenylphosphoranyl)]palladium Cl[Pd](P(C1=CC=CC=C1)(C1=CC=CC=C1)C1=CC=CC=C1)(P(C1=CC=CC=C1)(C1=CC=CC=C1)C1=CC=CC=C1)Cl